tert-butyl {2-[2-({[8-bromo-2-(morpholin-4-yl)pyrazolo[1,5-a][1,3,5]triazin-4-yl]amino}methyl)-1-{[2-(trimethylsilyl)ethoxy]methyl}-1H-benzimidazol-7-yl]ethyl}carbamate BrC=1C=NN2C1N=C(N=C2NCC2=NC1=C(N2COCC[Si](C)(C)C)C(=CC=C1)CCNC(OC(C)(C)C)=O)N1CCOCC1